3-(4-Bromophenyl)oxetan-3-amine hydrochloride Cl.BrC1=CC=C(C=C1)C1(COC1)N